ClC1=NC=C2C=C([N+](=CC2=C1)[O-])C(OCC)OCC 7-chloro-3-(diethoxymethyl)-2,6-naphthyridine-2-oxide